2-hydroxy-1-(2-iminothiazolin-3-yl)-2-phenylethane OC(CN1C(SC=C1)=N)C1=CC=CC=C1